ClC1=CC=C(C=N1)[C@@H](C)CS([O-])=NC#N {[(1R)-1-(6-chloropyridin-3-yl)ethyl](methyl)oxido-λ4-sulphanylidene}cyanamide